N1=CC(=CC=C1)C=1NC(=NN1)S 5-(3-Pyridyl)-4H-1,2,4-triazole-3-thiol